N1CC(C1)CN1C(C=NC2=CC(=C(C=C12)Cl)C1=CC=CC2=CC=CC(=C12)C)=O 1-(azetidin-3-ylmethyl)-7-chloro-6-(8-methylnaphthalen-1-yl)quinoxalin-2(1H)-one